C(C)(=O)NC1=NC=CC(=C1)OC1=CC=C(C=C1)NC(=O)C1=NC=CN(C1=O)C1=CC=C(C=C1)F N-{4-[2-(acetamido)pyridin-4-yloxy]phenyl}-3-oxo-4-(4-fluorophenyl)-3,4-dihydropyrazine-2-carboxamide